(phenylazo) naphthoate C1(=CC=CC2=CC=CC=C12)C(=O)ON=NC1=CC=CC=C1